FC(C=1C=C(C=C(C1)C(F)(F)F)C(CC(C(C(F)(F)F)(F)F)=O)=O)(F)F 1-(3,5-bis(trifluoromethyl)phenyl)-4,4,5,5,5-pentafluoropentane-1,3-dione